Cl.N[C@H](C(=O)N)CC(C)C (S)-2-amino-4-methylpentanamide hydrochloride